2-(10-(7-chlorodibenzofuran-2-yl)anthracen-9-yl)-4,6-diphenyl-1,3,5-triazine ClC1=CC2=C(C3=C(O2)C=CC(=C3)C3=C2C=CC=CC2=C(C2=CC=CC=C32)C3=NC(=NC(=N3)C3=CC=CC=C3)C3=CC=CC=C3)C=C1